Silicic acid, aluminum-potassium-sodium salt [Na+].[K+].[Al+3].[Si]([O-])([O-])([O-])[O-]